C(C)(C)(C)OC(N(C)CCNC12CC(NC3=NC(=CC=C13)C(OC)OC)C2)=O N-(2-((7-(dimethoxymethyl)-1,2,3,4-tetrahydro-2,4-methylene-1,8-naphthyridin-4-yl)amino)ethyl)-N-methylcarbamic acid tert-butyl ester